FC1(CCN(CCC1)C1=C(C=C2C(=N1)CCC2)C(=O)NC2=CC(=CC=C2)S(=O)C)F 2-(4,4-difluoroazepan-1-yl)-N-(3-(methylsulfinyl)phenyl)-6,7-dihydro-5H-cyclopenta[b]pyridine-3-carboxamide